β-D-mannoheptose C([C@H]([C@@H]([C@@H]([C@H]([C@@H](C=O)O)O)O)O)O)O